NC/C(/CN1N=CN(C1=O)CC1=CC=C(S1)C=1C=CC2=C(COC(N2)=O)C1C)=C\F 6-[5-[[1-[(E)-2-(aminomethyl)-3-fluoro-allyl]-5-oxo-1,2,4-triazol-4-yl]methyl]-2-thienyl]-5-methyl-1,4-dihydro-3,1-benzoxazin-2-one